6-methyl-7-(pyrazolo[1,5-a]pyrimidin-3-ylethynyl)-N-(3-(trifluoromethyl)phenyl)benzo[d]isoxazol-3-amine CC1=C(C2=C(C(=NO2)NC2=CC(=CC=C2)C(F)(F)F)C=C1)C#CC=1C=NN2C1N=CC=C2